methyl 3,5-hydroxybenzoate COC(=O)C1=CC(=CC(=C1)O)O